methyl 1,3,4,6-tetra-O-(trimethylsilyl)-fructofuranoside C[Si](OCC1(OC)[C@@H](O[Si](C)(C)C)[C@H](O[Si](C)(C)C)[C@H](O1)CO[Si](C)(C)C)(C)C